(2R,3R,4R,5S)-5-(4-amino-2-fluoropyrrolo[2,1-f][1,2,4]triazin-7-yl)-2-azido-4-fluoro-2-(hydroxymethyl)tetrahydrofuran-3-ol NC1=NC(=NN2C1=CC=C2[C@H]2[C@@H]([C@@H]([C@](O2)(CO)N=[N+]=[N-])O)F)F